4-ethyl-3-(hydroxymethyl)-5-oxo-4,5-dihydro-1H-1,2,4-triazole C(C)N1C(=NNC1=O)CO